oleic acid oleate C(CCCCCCC\C=C/CCCCCCCC)(=O)O.C(CCCCCCC\C=C/CCCCCCCC)(=O)O